ClC1=NC(=NC(=C1CC(=O)[O-])Cl)N1CCOCC1 4,6-dichloro-2-morpholinopyrimidin-5-ylacetate